amino hydroxymethyl phosphate P(=O)(ON)(OCO)[O-]